NC1=CC=C(C=C1)S(=O)(=O)CNC(C1=CC=C(C=C1)O)=O N-(((4-aminophenyl)sulfonyl)methyl)-4-hydroxybenzamide